(E)-3-(4-(4,6-bis(4-hydroxyphenyl)-1,3,5-triazin-2-yl)phenyl)-N-(3-hydroxypropyl)acrylamide OC1=CC=C(C=C1)C1=NC(=NC(=N1)C1=CC=C(C=C1)O)C1=CC=C(C=C1)/C=C/C(=O)NCCCO